methyl (4-(4-((2-amino-2,4-dimethylpentyl)oxy)-3-chlorophenyl)pyridin-2-yl)carbamate NC(COC1=C(C=C(C=C1)C1=CC(=NC=C1)NC(OC)=O)Cl)(CC(C)C)C